Cl.N[C@H](CC1=CC2=C(N=C(N=C2NCC=2OC=CN2)Cl)N1)C 6-[(2S)-2-aminopropyl]-2-chloro-N-[(1,3-oxazol-2-yl)methyl]-7H-pyrrolo[2,3-d]pyrimidin-4-amine hydrochloride